3-(6-((1S,6R,7R)-7-(aminomethyl)-7-(2-fluorophenyl)-3-azabicyclo[4.1.0]heptan-3-yl)-1H-pyrazolo[3,4-b]pyrazin-3-yl)-4-chlorobenzamide NC[C@@]1([C@@H]2CCN(C[C@H]12)C1=CN=C2C(=N1)NN=C2C=2C=C(C(=O)N)C=CC2Cl)C2=C(C=CC=C2)F